1,2-bis(3-aminopropyl-amino)ethane NCCCNCCNCCCN